bis(tetrahydro-1H-thieno[3,4-d]imidazole-2(3H)-iminium) bis(2,2,2-trifluoroacetate) FC(C(=O)[O-])(F)F.FC(C(=O)[O-])(F)F.N1C(NC2C1CSC2)=[NH2+].N2C(NC1C2CSC1)=[NH2+]